4-{[5-(2-methyl-2H-benzo[d][1,2,3]triazol-5-yl)-3-trifluoromethyl-1H-pyrazol-1-yl]methyl}-N-hydroxybenzoamide CN1N=C2C(=N1)C=CC(=C2)C2=CC(=NN2CC2=CC=C(C(=O)NO)C=C2)C(F)(F)F